aluminum-lead chloride [Pb](Cl)Cl.[Al]